5-[3-(3,4-dimethoxyphenyl)-1H-pyrazolo[4,3-c]quinolin-1-yl]-2,3-dihydro-1H-isoindole COC=1C=C(C=CC1OC)C1=NN(C2=C1C=NC=1C=CC=CC21)C=2C=C1CNCC1=CC2